N-(1-cyclopropyl-5-fluoro-1H-pyrazol-4-yl)-N-(piperidin-3-yl)sulfamide tert-butyl-6-(4-((5-cyclopropyl-1H-pyrazol-3-yl)amino)pyrimidin-2-yl)-2,6-diazaspiro[3.3]heptane-2-carboxylate C(C)(C)(C)OC(=O)N1CC2(C1)CN(C2)C2=NC=CC(=N2)NC2=NNC(=C2)C2CC2.C2(CC2)N2N=CC(=C2F)N(S(=O)(=O)N)C2CNCCC2